2-amino-N-((R)-((1s,2R,3s,5s,7R)-1,5-dichloroadamantan-2-yl)(phenyl)methyl)acetamide NCC(=O)N[C@@H](C1=CC=CC=C1)[C@@H]1[C@@]2(C[C@H]3C[C@](C[C@@H]1C3)(C2)Cl)Cl